1-cyano-2-oxo-1-(9H-thioxanthen-9-ylidene)-6,9,12,15,18-pentaoxa-3-azaicosan-20-yl methacrylate C(C(=C)C)(=O)OCCOCCOCCOCCOCCOCCNC(C(=C1C2=CC=CC=C2SC=2C=CC=CC12)C#N)=O